COC(C(C=O)C=1OC=C(C1)C1=CNC2=CC=C(C=C12)F)=O (4-(5-fluoro-1H-indol-3-yl)furan-2-yl)-3-oxopropanoic acid methyl ester